3-(N-morpholinyl)-2-hydroxypropanesulfonic acid sodium [Na].N1(CCOCC1)CC(CS(=O)(=O)O)O